[N+]1(=CC=CC=C1)[N+]1=CC=CC=C1.[N+]1(=CC=CC=C1)[N+]1=CC=CC=C1.[N+]1(=CC=CC=C1)[N+]1=CC=CC=C1.[Os+4] osmium tris(bipyridinium)